tert-butyl 5-(benzyloxy)-7-methyl-1H-indole-1-carboxylate C(C1=CC=CC=C1)OC=1C=C2C=CN(C2=C(C1)C)C(=O)OC(C)(C)C